(R)-1-(4-(((2-((2-chloro-3-(3-chloro-2-(4-(((2-hydroxypropyl)amino)methyl)-3-methoxyphenyl)pyridin-4-yl)phenyl)amino)-3-fluoropyridin-4-yl)methyl)amino)piperidin-1-yl)ethan-1-one ClC1=C(C=CC=C1C1=C(C(=NC=C1)C1=CC(=C(C=C1)CNC[C@@H](C)O)OC)Cl)NC1=NC=CC(=C1F)CNC1CCN(CC1)C(C)=O